(R)-N-((S)-8-(8-((2,3-dichlorophenyl)thio)imidazo[1,2-c]pyrimidin-5-yl)-2-oxa-8-azaspiro[4.5]decan-4-yl)-2-methylpropane-2-sulfinamide ClC1=C(C=CC=C1Cl)SC=1C=2N(C(=NC1)N1CCC3([C@@H](COC3)N[S@](=O)C(C)(C)C)CC1)C=CN2